5-[4-(3,3-difluoro-4-methoxy-pyrrolidin-1-yl)pyrazolo[1,5-a]pyrazin-2-yl]-1H-pyrimidine-2,4-dione FC1(CN(CC1OC)C=1C=2N(C=CN1)N=C(C2)C=2C(NC(NC2)=O)=O)F